27-thia-1,4,7,10,15,18,21,24,30,33,36-undecazatricyclo[36.3.0.012,15]hentetracontane N12CCNCCNCCNCC3CCN3CCNCCNCCNCCSCCNCCNCCNCC2CCC1